COC=1C=C(C=CC1OC)C1=C2C=C(C(C=3C=CC=C(C=C1)C32)=O)OC 4-(3,4-Dimethoxyphenyl)-2-methoxy-1H-phenalen-1-one